FC=1C=C(C=CC1)N1C(=NC(=C1)C1=CC=CC=C1)NCC1=CC=C(C=C1)C(F)(F)F (3-fluorophenyl)-4-phenyl-N-(4-(trifluoromethyl)benzyl)-1H-imidazol-2-amine